8-(4-chloro-2-fluorophenyl)-2,3-dimethyl-6-[(2S,4S)-2-(1-methyl-1H-pyrazol-4-yl)oxan-4-yl]-3H,4H-pyrimido[5,4-d][1,3]diazin-4-one ClC1=CC(=C(C=C1)C1=NC(=NC2=C1N=C(N(C2=O)C)C)[C@@H]2C[C@H](OCC2)C=2C=NN(C2)C)F